1-(2-hydroxy-4-methoxy-6-methoxymethoxy-phenyl)ethanone OC1=C(C(=CC(=C1)OC)OCOC)C(C)=O